3-methylbutanesulfonate CC(CCS(=O)(=O)[O-])C